FC1=C(C=CC(=C1F)[N+](=O)[O-])N1CCN(CC1)CCO 2-(4-(2,3-difluoro-4-nitrophenyl)piperazin-1-yl)ethanol